CC(C(=O)OCN1C(N[C@]2(C1=O)CCCN(C2)C2=NC(=NC1=C(C(=CC=C21)Br)F)Cl)=O)(C)C [(5R)-9-(7-bromo-2-chloro-8-fluoro-quinazolin-4-yl)-2,4-dioxo-1,3,9-triazaspiro[4.5]decan-3-yl]methyl 2,2-dimethylpropanoate